C(C)O[Si](CCCN=[N+]=[N-])(OCC)OCC 3-(triethoxysilyl)propyl azide